FC(C[C@@H](C(=O)NC1=NC=CC(=C1)C1=C(C2=NC(=CC(=C2N1)OCCOC)F)C1=NC=CC=C1)C1=CC=C(C=C1)F)F |o1:3| (2R or S)-4,4-difluoro-N-{4-[5-fluoro-7-(2-methoxyethoxy)-3-(pyridin-2-yl)-1H-pyrrolo[3,2-b]pyridin-2-yl]pyridin-2-yl}-2-(4-fluorophenyl)butanamide